N-({4-[2-(2-aminopyridin-3-yl)-5-[2-(morpholin-4-yl)pyridin-4-yl]imidazo[4,5-b]pyridin-3-yl]phenyl}methyl)-2-(4-formyl-3-hydroxyphenyl)acetamide NC1=NC=CC=C1C1=NC=2C(=NC(=CC2)C2=CC(=NC=C2)N2CCOCC2)N1C1=CC=C(C=C1)CNC(CC1=CC(=C(C=C1)C=O)O)=O